6-chloro-1-(2-hydroxyethyl)-2H-indazol-3-one ClC1=CC=C2C(NN(C2=C1)CCO)=O